CC=1C2=C(N=NC1C1=C(C=C(C=C1)C(F)(F)F)O)N(C=N2)[C@H]2CCCN1CCC[C@H]21 2-(4-methyl-7-((8S,8aR)-octahydroindolizin-8-yl)-7H-imidazo[4,5-c]pyridazin-3-yl)-5-(trifluoromethyl)phenol